C1(CCCCCC1)[C@@H](C(=O)NC1=CC=C(C=C1)C[C@H](C(=O)N1CCN(CC1)C)NC(OC(C)(C)C)=O)NC(=O)C1=CC=NN1CC tert-butyl ((R)-3-(4-((S)-2-cycloheptyl-2-(1-ethyl-1H-pyrazole-5-carboxamido)acetamido) phenyl)-1-(4-methylpiperazin-1-yl)-1-oxopropan-2-yl)carbamate